C1(CCC1)CNCC1=C2C(=NC(=C1)C(=O)OC)N(C=C2)C methyl 4-(((cyclobutylmethyl)amino)methyl)-1-methyl-1H-pyrrolo[2,3-b]pyridine-6-carboxylate